(4-cyano-benzylidene)malononitrile C(#N)C1=CC=C(C=C(C#N)C#N)C=C1